tris(3,6-di-tert-butyl-2-naphthyl) phosphite P(OC1=CC2=CC=C(C=C2C=C1C(C)(C)C)C(C)(C)C)(OC1=CC2=CC=C(C=C2C=C1C(C)(C)C)C(C)(C)C)OC1=CC2=CC=C(C=C2C=C1C(C)(C)C)C(C)(C)C